C(C)(=O)O[C@H]1[C@H](OC(C)=O)[C@H]([C@@H](OC(C)=O)[C@H](O1)COC(C)=O)N1N=NC(=C1)C=1N=C(SC1)N 1,2,4,6-tetra-O-acetyl-3-[4-(2-aminothiazol-4-yl)-1H-1,2,3-triazol-1-yl]-3-deoxy-beta-D-galactopyranose